N-(2-(dimethylamino)-2-(thien-3-yl)ethyl)-4-fluoroisoindoline-2-carboxylic acid amide CN(C(CNC(=O)N1CC2=CC=CC(=C2C1)F)C1=CSC=C1)C